COCCN(S(=O)(=O)F)CCOC N,N-bis(2-methoxyethyl)sulfamoyl fluoride